6-[(E)-ethoxyiminomethyl]-2-[1-methyl-5-(trifluoromethylthio)benzimidazol-2-yl]pyridine-3-carboxylic acid methyl ester COC(=O)C=1C(=NC(=CC1)/C=N/OCC)C1=NC2=C(N1C)C=CC(=C2)SC(F)(F)F